[Br-].C1(=CC=CC=C1)[S+](C1=CC=C(C=C1)C=C)C1=CC=CC=C1 diphenyl-(4-vinylphenyl)sulfonium bromide